(3r,6r)-3-(2,3-dihydro-1H-inden-2-yl)-1-[(1R)-1-(2,6-dimethyl-3-pyridinyl)-2-(4-morpholinyl)-2-oxoethyl]-6-[(1S)-1-methylpropyl]-2,5-piperazinedione C1C(CC2=CC=CC=C12)[C@@H]1C(N([C@@H](C(N1)=O)[C@H](CC)C)[C@@H](C(=O)N1CCOCC1)C=1C(=NC(=CC1)C)C)=O